TETRAAZADODECAN NNNNCCCCCCCC